C(C)S(=O)(=O)C=1C(=NC=CC1)C=1OC2=C(N1)C=C(C=C2)S(=O)(=O)C(F)(F)F 2-(3-ethylsulfonyl-pyridine-2-yl)-5-(trifluoromethyl-sulfonyl)-1,3-benzoxazole